OCC1CN(C1)C(=O)OC1CCC(CC1)C(N(CC12CCC(CC1)(CC2)C2=CC(=C(C=C2)OC)C)C2=CC(=C(C=C2)F)C=2C=NN(C2)C(C)C)=O 4-((4-Fluoro-3-(1-isopropyl-1H-pyrazol-4-yl)phenyl)((4-(4-methoxy-3-methylphenyl)bicyclo[2.2.2]octan-1-yl)methyl)carbamoyl)cyclohexyl trans-3-(hydroxymethyl)azetidine-1-carboxylate